ClC1=C(C(=CC(=C1)C=1C2=C(C(N(C1)C)=O)NN=C2)OC)CN2CC1=CC=CC(=C1CC2)NC2CCN(CC2)C2=CC=C(NC1C(NC(CC1)=O)=O)C=C2 3-[4-[4-[[2-[[2-chloro-6-methoxy-4-(6-methyl-7-oxo-1H-pyrazolo[3,4-c]pyridin-4-yl)phenyl]methyl]-3,4-dihydro-1H-isoquinolin-5-yl]amino]-1-piperidyl]anilino]piperidine-2,6-dione